C(C)(=O)N1CCC(CC1)NCC1=C(C(=NC=C1)NC=1C(=C(C=CC1)C1=C(C(=NC=C1)C1=CC(=C(CNC[C@H]2CCC(N2)=O)C=C1)OC(F)F)Cl)C)F (R)-5-(((4-(4-(3-((4-(((1-acetylpiperidin-4-yl)amino)methyl)-3-fluoropyridin-2-yl)amino)-2-methylphenyl)-3-chloropyridin-2-yl)-2-(difluoromethoxy)benzyl)amino)methyl)pyrrolidin-2-one